The molecule is a docosanoid that is (14S)-hydroxy-(4Z,7Z,9E,11E,16Z,19Z)-docosahexaenoic acid in which a cysteinyl group is attached at position 13R via a sulfide linkage. It has a role as a human metabolite. It is a dicarboxylic acid, a docosanoid, an organic sulfide, a secondary alcohol and a S-substituted L-cysteine. It is a conjugate acid of a (13R)-S-cysteinyl-(14S)-hydroxy-(4Z,7Z,9E,11E,16Z,19Z)-docosahexaenoate(1-). CC/C=C\\C/C=C\\C[C@@H]([C@@H](/C=C/C=C/C=C\\C/C=C\\CCC(=O)O)SC[C@@H](C(=O)O)N)O